C(C)C1=CC(=NO1)CC=O 2-(5-ethylisoxazol-3-yl)ethan-1-one